3-Methylbutan-2-yl α-hydroxyisobutyrate OC(C(=O)OC(C)C(C)C)(C)C